ClC=1C=C(C=CC1)[C@@H]1[C@H](C1)C(=O)NC1=NC=NC(=C1)N(CCO)CC=1N=C2N(C=C(C=C2)C2CC2)C1 (1S,2S)-2-(3-chlorophenyl)-N-(6-(((6-cyclopropylimidazo[1,2-a]pyridin-2-yl)methyl)(2-hydroxyethyl)amino)pyrimidin-4-yl)cyclopropane-1-carboxamide